FC(C1=NN(C(=C1)C)C1=C(C=CC(=C1)N1C=NC=2C1=NC=C(C2)NC=2N=NC=CC2)C(C)=O)F 1-(2-(3-(Difluoromethyl)-5-methyl-1H-pyrazol-1-yl)-4-(6-(pyridazin-3-ylamino)-3H-imidazo[4,5-b]pyridin-3-yl)phenyl)ethan-1-one